C(CC1=CC=CC=C1)C1(CN(CC1)CC1=C(C=CC=C1)C=1SC=CC1)C1OCCC1 3-phenethyl-3-(tetrahydrofuran-2-yl)-1-(2-(thiophen-2-yl)benzyl)pyrrolidine